C(C)(=O)O.C(C)(=O)O.C(C)(=O)O.C(C)(=O)O.C1CCCCC1 cyclohexane tetraacetate